4-methyl-5-(2-(4-morpholinophenylamino)pyrimidin-4-yl)thiazol-2-amine CC=1N=C(SC1C1=NC(=NC=C1)NC1=CC=C(C=C1)N1CCOCC1)N